peroxydicaprate O(OC(C([O-])=O)CCCCCCCC)C(C([O-])=O)CCCCCCCC